C(C)OC1(C=C(C(C(C1)(C)C)=O)C#N)C1=NC=CC=C1C(F)(F)F 3-ethoxy-5,5-dimethyl-6-oxo-3-[3-(trifluoromethyl)pyridin-2-yl]cyclohex-1-ene-1-carbonitrile